ClC1=CN=C2N1C=C(C=N2)C=2C=CN1N=C(N=CC12)NCC1COC1 5-(3-chloroimidazo[1,2-a]pyrimidin-6-yl)-N-(oxetan-3-ylmethyl)pyrrolo[2,1-f][1,2,4]triazin-2-amine